N1=C(C=CC=C1)N1C2=CC=CC=C2C=2C=CC(=CC12)OC=1C=C(C=C(C1)C1=NC=CC=C1)C1=CC=CC=C1 9-(pyridin-2-yl)-2-((5-(pyridin-2-yl)-[1,1'-biphenyl]-3-yl)oxy)-9H-carbazole